(3-hydroxy-4-methoxyphenyl)-4H-chromen-4-one OC=1C=C(C=CC1OC)C=1OC2=CC=CC=C2C(C1)=O